C(C)(C)(C)OC(NO)=O N-Hydroxycarbamic acid tert-butyl ester